NC(CCN(C([C@H](F)Cl)=O)NC(=O)[C@H](CC(C)C)NC(=O)C1=NC2=C(N1)C=CC=C2)=O N-[(1S)-1-[[(3-amino-3-oxo-propyl)-[(2R)-2-chloro-2-fluoro-acetyl]amino]carbamoyl]-3-methyl-butyl]-1H-benzimidazole-2-carboxamide